3-[1-(1-cyanoethyl)-4-[(1-methylpiperidin-4-yl)amino]-1H-indol-2-yl]prop-2-yn C(#N)C(C)N1C(=CC2=C(C=CC=C12)NC1CCN(CC1)C)C#CC